C(#N)C1CC2(C1)C[C@H](N(CC2)CC2=C1C=CNC1=C(C=C2C2CC2)C)C2=CC=C(C(=O)NCC1=CNC(C=C1)=O)C=C2 4-((2S,4r,6S)-2-cyano-7-((5-cyclopropyl-7-methyl-1H-indol-4-yl)methyl)-7-azaspiro[3.5]nonan-6-yl)-N-((6-oxo-1,6-dihydropyridin-3-yl)methyl)benzamide